1,3,5-tri(pyridine-4-yl)benzene 3-Methyl-1,5-pentandiyldiacrylat CC(CCC=CC(=O)O)CCC=CC(=O)O.N1=CC=C(C=C1)C1=CC(=CC(=C1)C1=CC=NC=C1)C1=CC=NC=C1